C(C)(C)(C)NS(=O)(=O)C=1SC(=C(C1C1=CC=C(C=C1)CN1C(=NC=C1)C(F)(F)F)C)CC(C)C N-(tert-butyl)-5-isobutyl-4-methyl-3-(4-((2-(trifluoromethyl)-1H-imidazol-1-yl)methyl)phenyl)thiophene-2-sulfonamide